BrC=1C=CC2=C(N(CCC(=C2)C(=O)NCC(C)=O)S(=O)(=O)C2=CC=C(C)C=C2)C1 8-bromo-N-(2-oxopropyl)-1-tosyl-2,3-dihydro-1H-benzo[b]azepine-4-carboxamide